1,1,1-tri(hydroxymethyl)ethane OCC(C)(CO)CO